C(C)(C)(C)OC(=O)N1CC2(C1)CCC(CC2)C#CC2=C(N=NC(=C2)C2=C(C=CC=C2)O)N 7-((3-Amino-6-(2-hydroxyphenyl)pyridazin-4-yl)ethynyl)-2-azaspiro[3.5]nonane-2-carboxylic acid tert-butyl ester